C(C)C(CN([C@@H](CC1=CC=CC=C1)C(=O)[O-])[P@](=O)(OC1=CC=CC=C1)OC1=C(C(=C(C(=C1F)F)F)F)F)CC 2-ethylbutyl((S)-(perfluorophenoxy)(phenoxy)phosphoryl)-L-phenylalaninate